N-[1-[(3,3-difluoro-1-piperidinyl)methyl]-1,3-dimethyl-butyl]-2-methyl-propane-2-sulfinamide FC1(CN(CCC1)CC(CC(C)C)(C)NS(=O)C(C)(C)C)F